C[C@]1(CC2(CO2)CCC1)CN1N=C2N=CC=CC2=C1 2-(((5S)-5-methyl-1-oxaspiro[2.5]octan-5-yl)methyl)-2H-pyrazolo[3,4-b]pyridine